BrC1=NC(=C(C(=O)NC=2C=NC(=NC2)N2C[C@@H](N(CC2)C2=NC=CC=N2)COC)C=C1)F (R)-6-bromo-2-fluoro-N-(2-(3-(methoxymethyl)-4-(pyrimidin-2-yl)piperazin-1-yl)pyrimidin-5-yl)nicotinamide